OCC1=NC=2C(=C3C(=NC2)C=CO3)N1[C@H]1CC[C@H](OC1)CC#N 2-[(2S,5S)-5-[2-(hydroxymethyl)furo[3,2-b]imidazo[4,5-d]pyridin-1-yl]tetrahydropyran-2-yl]acetonitrile